N'-acetyl-4-amino-N-(4-bromo-2-fluorobenzyl)-N',3-dimethylimidazo[1,5-a]quinoxaline-8-carbohydrazide C(C)(=O)N(N(C(=O)C1=CC=C2N=C(C=3N(C2=C1)C=NC3C)N)CC3=C(C=C(C=C3)Br)F)C